tert-Butyl 4-(2-chlorothiophen-3-yl)-2-cyano-4,7-dihydrothieno[2,3-c]pyridine-6(5H)-carboxylate ClC=1SC=CC1C1C2=C(CN(C1)C(=O)OC(C)(C)C)SC(=C2)C#N